6-chloro-2,3-dihydro-5H-benzo[e][1,4]oxathiepine-8-carboxylic acid 1,1-dioxide ClC1=CC(=CC=2S(CCOCC21)(=O)=O)C(=O)O